CS(=O)(=O)OC1(CN(C1)C1=NC=C(C=N1)C1=NN(C2=CC=C(C=C12)O[C@H](C)C1=C(C=NC=C1Cl)Cl)C1OCCCC1)C [1-[5-[5-[(1R)-1-(3,5-dichloro-4-pyridyl)ethoxy]-1-tetrahydropyran-2-yl-indazol-3-yl]pyrimidin-2-yl]-3-methyl-azetidin-3-yl] methanesulfonate